(S)-4-prolyl-N-(m-tolyl)piperazine-1-carboxamide N1[C@@H](CCC1)C(=O)N1CCN(CC1)C(=O)NC=1C=C(C=CC1)C